(+)-4-isopropyl-1-methyl-2-(phenylselanyl)cyclohexan-1-ol C(C)(C)C1CC(C(CC1)(O)C)[Se]C1=CC=CC=C1